4,4a-dihydrospiro[cyclopropa[3,4]cyclopenta[1,2-c]pyrazole-5,2'-[1,3]dithiolane] S1C2(SCC1)C1C(=C3C2=NN=C3)C1